6-(3-Chlorophenyl)-N-[(2-oxo-1H-pyridin-3-yl)sulfonyl]-2-[(4S)-2,2,4-trimethylpyrrolidin-1-yl]pyridin-3-carboxamid ClC=1C=C(C=CC1)C1=CC=C(C(=N1)N1C(C[C@@H](C1)C)(C)C)C(=O)NS(=O)(=O)C=1C(NC=CC1)=O